3-amino-6-imino-4,5-disulfoxanthen NC=1C=CC=2C=C3C=CC(C(=C3OC2C1S(=O)(=O)O)S(=O)(=O)O)=N